COC(C=CC1(C(C1C)F)C1=CC=C(C=C1)Br)=O methyl-3-(1-(4-bromophenyl)-2-fluoro-3-methylcyclopropyl)acrylate